1,3,5-tris(1-hydroxy-1-methylethyl)benzene OC(C)(C)C1=CC(=CC(=C1)C(C)(O)C)C(C)(O)C